guanosine-15N5 methyl-2-fluoro-4-(5-oxo-4H-1,2,4-thiadiazol-3-yl)benzoate CC=1C(=C(C(=O)OC[C@@H]2[C@H]([C@H]([C@@H](O2)[15N]2C=[15N]C=3C(=O)[15NH]C([15NH2])=[15N]C23)O)O)C=CC1C1=NSC(N1)=O)F